CC1(CCNCC1)O 4-methylpiperidin-4-ol